4-[2,3-bis(tert-butoxycarbonyl)guanidino]-6-[(1R,2R)-2,3-dihydroxy-1-methoxypropyl]-5,6-dihydro-4H-pyran-2-carboxylic acid C(C)(C)(C)OC(=O)N=C(NC1C=C(OC(C1)[C@@H]([C@@H](CO)O)OC)C(=O)O)NC(=O)OC(C)(C)C